CN(CCCCCCCCCC)CCCCCCCCCC N-methyl-didecyl-amine